FC=1C=C(C=CC1F)[C@]1(CC[C@H]2N(CCN(C2)C(=O)C2=C(C(=CC=C2)N2CC(C2)O)Cl)C1)O [(7S,9aR)-7-(3,4-difluorophenyl)-7-hydroxy-3,4,6,8,9,9a-hexahydro-1H-pyrido[1,2-a]pyrazin-2-yl]-[2-chloro-3-(3-hydroxyazetidin-1-yl)phenyl]methanone